NC1=C2N=CN(C2=NC(=N1)Cl)[C@H]1[C@H]([C@@H]([C@H](O1)COC(C(=O)O)(C(=O)O)CC=1OC(=CC1)C(F)(F)F)O)F 2-(((2R,3R,4S,5R)-5-(6-amino-2-chloro-9H-purin-9-yl)-4-fluoro-3-hydroxytetrahydrofuran-2-yl)methoxy)-2-((5-(trifluoromethyl)furan-2-yl)methyl)-malonic acid